OCCC1CCN(CC1)C1=CC=CC(=N1)C1=NC2=CC(=NC=C2C=C1)CNC(C1=CC(=C(C=C1)C)S(=O)(=O)C)=O N-((2-(6-(4-(2-hydroxyethyl)piperidin-1-yl)pyridin-2-yl)-1,6-naphthyridin-7-yl)methyl)-4-methyl-3-(methylsulfonyl)benzamide